N(C)CC(=O)OC(CCCCCCCCCCCCC)=O.[K] potassium myristoyl sarcosinate